FC(=C(C(F)(F)F)C)F 1,1,3,3,3-pentafluoro-2-methyl-1-propene